COC[C@@H]1CCC2=CC=3CCCC3C(=C12)NC(=O)N=[S@@](=O)(N)C=1C=NN2C1OCC(C2)(C)C (S)-N'-{((R)-3-(methoxymethyl)-1,2,3,5,6,7-hexahydro-s-indacen-4-yl)carbamoyl}-6,6-dimethyl-6,7-dihydro-5H-pyrazolo[5,1-b][1,3]oxazine-3-sulfonimidamide